1-benzyl-6-(3,5-dimethylisoxazol-4-yl)-N-(2-morpholinoethyl)-1H-imidazo[4,5-b]pyridin-2-amine C(C1=CC=CC=C1)N1C(=NC2=NC=C(C=C21)C=2C(=NOC2C)C)NCCN2CCOCC2